tert-butyl (S,Z)-(((tert-butoxycarbonyl)amino)(2-(3-(4-(4-propoxyphenethyl)-3-(trifluoromethyl)phenyl)-1,2,4-oxadiazol-5-yl)pyrrolidin-1-yl)methylene)carbamate C(C)(C)(C)OC(=O)N/C(/N1[C@@H](CCC1)C1=NC(=NO1)C1=CC(=C(C=C1)CCC1=CC=C(C=C1)OCCC)C(F)(F)F)=N/C(OC(C)(C)C)=O